CN(CCN1CCN(CC1)C1=CC=C(C=C1)NC=1N=CC2=C(N1)N(C(=C2)C(C)C)C2=CC=CC(=N2)N=S(=O)(C)C)C ((6-(2-((4-(4-(2-(dimethylamino)ethyl)piperazin-1-yl)phenyl)amino)-6-isopropyl-7H-pyrrolo[2,3-d]pyrimidin-7-yl)pyridin-2-yl)imino)dimethyl-λ6-sulfanone